(S)-methyl 2-(2-(6-((4-cyano-2-fluorobenzyl) oxy) pyridin-2-yl)-2-azaspiro[3.3]heptan-6-yl)-1-(oxetan-2-ylmethyl)-1H-benzo[d]imidazole-6-carboxylate C(#N)C1=CC(=C(COC2=CC=CC(=N2)N2CC3(C2)CC(C3)C3=NC2=C(N3C[C@H]3OCC3)C=C(C=C2)C(=O)OC)C=C1)F